FC(COC=1C(=NC(=NC1OC)NS(=O)(=O)C1=CNC2=C(C(=CC=C12)C(F)F)C1=NC=CC=N1)OC)F N-[5-(2,2-difluoroethoxy)-4,6-dimethoxy-pyrimidin-2-yl]-6-(difluoromethyl)-7-(2-pyrimidyl)-1H-indole-3-sulfonamide